3H-cyclopenta[a]phenanthrene-3,7,12(2H,4H)-trione C=1CC(CC2=CC(C3=C4C=CC=C4C(C=C3C12)=O)=O)=O